3-methyl-1-(pyridin-2-yl)-1H-pyrazol-5-ol CC1=NN(C(=C1)O)C1=NC=CC=C1